2-(4-(4-amino-4-methyl-1-oxo-1,2,3,4-tetrahydroisoquinolin-6-yl)-1-methyl-1H-pyrazol-5-yl)benzo[b]thiophene-3-carbonitrile NC1(CNC(C2=CC=C(C=C12)C=1C=NN(C1C1=C(C2=C(S1)C=CC=C2)C#N)C)=O)C